1-propanaminium acetate C(C)(=O)[O-].C(CC)[NH3+]